3-(2H-indazol-5-yl)-5-(1-methyl-1H-pyrazol-4-yl)-thieno[3,2-b]-pyridine N=1NC=C2C=C(C=CC12)C1=CSC=2C1=NC(=CC2)C=2C=NN(C2)C